C(C)OC(CCC1=C(C(=O)O)C=CC=C1)=O 2-(3-ethoxy-3-oxopropyl)benzoic acid